C1(=CC=CC=C1)C(NC(=O)C=1C(NC(=CC1)C(F)(F)F)=O)C1=CC=C(C=C1)N1CCN(CC1)CC(F)(F)F N-(phenyl(4-(4-(2,2,2-trifluoroethyl)piperazin-1-yl)phenyl)methyl)-2-oxo-6-(trifluoromethyl)-1,2-dihydropyridine-3-carboxamide